1-propyl-3-methylimidazolium tetrafluoroborate Fluoroborate F[B-](F)(F)F.F[B-](F)(F)F.C(CC)N1C=[N+](C=C1)C.C(CC)N1C=[N+](C=C1)C